IC1=CC=C(C=C1)CCC(=O)NC(C(=O)O)CC1=CC=C(C=C1)OCC1=CC=CC=C1 2-[(4-iodo)-phenylpropionamido]-3-(4-benzyloxyphenyl)-propionic acid